1,2,3,4-tetrahydronaphthoquinone C1(CCC(C2=CC=CC=C12)=O)=O